3-methylbenzyl-(methyl)carbamic acid tert-butyl ester C(C)(C)(C)OC(N(C)CC1=CC(=CC=C1)C)=O